CC1=CC=CC(=N1)C1=C(N=CN1)C=1C=C2C=C(C=NC2=CC1)NCCN1CCC(CC1)C(=O)O 1-(2-((6-(5-(6-methylpyridin-2-yl)-1H-imidazol-4-yl)quinolin-3-yl)amino)ethyl)piperidine-4-carboxylic acid